ClC1=C(C=C2C=C(N=CC2=C1)NC(=O)[C@H]1COCCC1)N1CCN(CC1)[C@]1(COC[C@H]1O)C (3R)-N-(7-chloro-6-(4-((3S,4S)-4-hydroxy-3-methyltetrahydrofuran-3-yl)piperazin-1-yl)isoquinolin-3-yl)tetrahydro-2H-pyran-3-carboxamide